C1=NC=C(C2=CC=CC=C12)N1C(NC2(CC(C2)C2=CC=NC=C2)C1=O)=O 7-(isoquinolin-4-yl)-2-(pyridin-4-yl)-5,7-diazaspiro[3.4]octane-6,8-dione